NC=1C(=C(C(=CC1)F)C=1C=CC=2N(N1)C=NC2C(=O)NC)F 2-(3-Amino-2,6-difluorophenyl)-N-methylimidazo[1,5-b]pyridazine-5-carboxamide